C1(CC1)C1=NC=NC(=C1C=1N=C(C=2C(N1)=NC(C(C2)[Sn](C)(C)C)=O)C)OC 2-(4-cyclopropyl-6-methoxypyrimidin-5-yl)-4-methyl-6-(trimethylstannyl)pyrido[2,3-d]pyrimidin-7-one